2,4-dimethoxy-5-[6-methyl-5-(1-methylpyrrolidin-3-yl)pyridazin-3-yl]pyrimidine COC1=NC=C(C(=N1)OC)C=1N=NC(=C(C1)C1CN(CC1)C)C